C1(CC=C(C=C1)C)(C)C(=O)N 4-xylenecarboxamide